C(C)C(C(=O)O)CCCCC.C(CCCCCC)(=O)OCC ethyl heptanoate (ethyl heptanoate)